tert-butyl N-[(1S)-1-[(8S)-8-(hydroxymethyl)-7-azadispiro[3.0.45.14]decane-7-carbonyl]-2,2-dimethyl-propyl]carbamate OC[C@H]1N(CC2(C3(CCC3)C2)C1)C(=O)[C@H](C(C)(C)C)NC(OC(C)(C)C)=O